4-[5-(4-chlorophenyl)-1-[4-(trifluoromethyl)-3-pyridyl]pyrrol-2-yl]-N-(2-morpholinylethyl)-benzamide ClC1=CC=C(C=C1)C1=CC=C(N1C=1C=NC=CC1C(F)(F)F)C1=CC=C(C(=O)NCCN2CCOCC2)C=C1